6-Bromo-2-fluoro-3-nitrobenzoic acid BrC1=CC=C(C(=C1C(=O)O)F)[N+](=O)[O-]